(2S,5S)-5-{4-[4-(trifluoromethyl)phenyl]-phenyl}-1H-pyrrole-2-carboxamide hydrochloride Cl.FC(C1=CC=C(C=C1)C1=CC=C(C=C1)C1=CC=C(N1)C(=O)N)(F)F